OC1=C2C(C=C(OC2=CC=C1)C1=CC=C(C=C1)OCCCN1CCCC1)=O 5-hydroxy-2-(4-(3-(pyrrolidin-1-yl)propoxy)phenyl)-4H-chromen-4-one